FC=1C=C2C(=CNC2=CC1F)NS(=O)(=O)C=1C=NN(C1)C1=CC=CC=C1 N-(5,6-difluoro-1H-indol-3-yl)-1-phenyl-1H-pyrazole-4-sulfonamide